4-(2-{5-[(7R)-7-amino-2-azabicyclo[2.2.1]heptane-2-carbonyl]-7-methoxy-1-methyl-1H-1,3-benzodiazol-2-yl}-1-(cyclopropylmethyl)-1H-pyrrolo[2,3-b]pyridin-6-yl)-2-chloro-5-fluorobenzamide N[C@H]1C2N(CC1CC2)C(=O)C2=CC1=C(N(C(=N1)C1=CC=3C(=NC(=CC3)C3=CC(=C(C(=O)N)C=C3F)Cl)N1CC1CC1)C)C(=C2)OC